C1(=CC=CC=C1)[C@H]1CCC=2N1C1=C(N2)C=CC(=C1)C=1C=NC(=NC1)N1CCC2(CC(C2)O)CC1 (R)-7-(5-(1-phenyl-2,3-dihydro-1H-benzo[d]pyrrolo[1,2-a]imidazol-7-yl)pyrimidin-2-yl)-7-azaspiro[3.5]nonan-2-ol